ClC1=NC=CC2=C1N=CN2CC(=O)N(C([2H])([2H])[2H])C 2-(4-chloroimidazo[4,5-c]pyridin-1-yl)-N-methyl-N-(Trideuteromethyl)acetamide